FC1=CC=C(C=C1)NC1=NC(=NC(=N1)N)CN1C(CCC1)C1=CC=CC=C1 N2-(4-fluorophenyl)-6-((2-phenylpyrrolidin-1-yl)methyl)-1,3,5-triazine-2,4-diamine